C1(C2C(CC1)O2)OC2C1C(CC2)O1 endo-exo-bis(2,3-epoxycyclopentyl) ether